1,3,3-trimethyl-1-(aminomethyl)-4-aminocyclohexane CC1(CC(C(CC1)N)(C)C)CN